4-((4-((4-hydroxyoxepan-3-yl)oxy)d-5-(trifluoromethyl)pyrimidin-2-yl)amino)benzenesulfonamide OC1C(COCCC1)OC1=NC(=NC=C1C(F)(F)F)NC1=CC=C(C=C1)S(=O)(=O)N